2-[2-(3,4-difluoro-2-methyl-phenoxy)-3-quinolyl]-4-oxo-1H-1,6-naphthyridine-5-carboxamide FC=1C(=C(OC2=NC3=CC=CC=C3C=C2C=2NC=3C=CN=C(C3C(C2)=O)C(=O)N)C=CC1F)C